FC1(CN(CC1)C1=NC=CC(=C1C=1NC2=C(N1)COCC2)C2=C(C=CC=C2)F)F 2-(2-(3,3-difluoropyrrolidin-1-yl)-4-(2-fluorophenyl)pyridin-3-yl)-1,4,6,7-tetrahydropyrano[3,4-d]imidazole